[K].[Cs].[Rb].[Li].F[C@@H]1C[C@H](N(C1)C(CC1=CNC2=CC=C(C=C12)C)=O)C(=O)N[C@H](C1=CC=C(C=C1)C(C)C)C1=CC=CC=C1 (2S,4R)-4-fluoro-1-[2-(5-methyl-1H-indol-3-yl)acetyl]-N-[(S)-phenyl[4-(propan-2-yl)phenyl]methyl]pyrrolidine-2-carboxamide lithium rubidium cesium potassium